N-([1,1'-biphenyl]-2-yl)-9,9-diphenyl-9H-fluoren-2-amine C1(=C(C=CC=C1)NC1=CC=2C(C3=CC=CC=C3C2C=C1)(C1=CC=CC=C1)C1=CC=CC=C1)C1=CC=CC=C1